CC=1OC(=CN1)C(=O)N[C@@H]1CCC2=CC(=CC=C12)C1=NOC(=N1)C([2H])([2H])[2H] (R)-2-methyl-N-(5-(5-(methyl-d3)-1,2,4-oxadiazol-3-yl)-2,3-dihydro-1H-inden-1-yl)oxazole-5-carboxamide